1-vinyl-3-propyl-imidazolium bromide [Br-].C(=C)N1C=[N+](C=C1)CCC